[Ru].ClC1(CCC(CC1)P(C1CCCCC1)(C1CCCCC1)=CC1=CC=CC=C1)Cl dichloro(benzylidene)(tricyclohexylphosphorus) ruthenium